FC1=CC=C(C=C1)C1=C(CCC(C1)(C)C)CN1CC(C1)(O)C(C=1C=C2CN(C(C2=CC1)=O)C1C(NC(CC1)=O)=O)O 3-(5-((1-((4'-fluoro-5,5-dimethyl-3,4,5,6-tetrahydro-[1,1'-biphenyl]-2-yl)methyl)-3-hydroxyazetidin-3-yl)(hydroxy)methyl)-1-oxoisoindolin-2-yl)piperidine-2,6-dione